Cl.F[C@H]1[C@@H](CNC1)OC=1C=CC(=NC1)C(=O)NC 5-{[(3R,4R)-4-fluoropyrrolidin-3-yl]oxy}-N-methylpyridine-2-carboxamide HCl salt